(R)-N-((R)-1-(3-(1,1-difluoroethyl)-5-nitrophenyl)ethyl)-2-methylpropane-2-sulfinamide FC(C)(F)C=1C=C(C=C(C1)[N+](=O)[O-])[C@@H](C)N[S@](=O)C(C)(C)C